BrC=1C(=C(NN1)C(=O)OC)Cl methyl 5-bromo-4-chloro-2H-pyrazole-3-carboxylate